7-[(4R)-7-chloro-10-[3-(4-chloro-3,5-dimethyl-phenoxy)propyl]-4-methyl-1-oxo-6-(1,3,5-trimethylpyrazol-4-yl)-3,4-dihydropyrazino[1,2-a]indol-2-yl]-1-methyl-indole-2-carboxamide ClC=1C=CC=2C(=C3N(C2C1C=1C(=NN(C1C)C)C)[C@@H](CN(C3=O)C=3C=CC=C1C=C(N(C31)C)C(=O)N)C)CCCOC3=CC(=C(C(=C3)C)Cl)C